C(C)(C)(C)OC(=O)O[C@@H]1[C@H]([C@@H](N(C1)C(=O)OC(C)(C)C)CC1=CC=C(C=C1)C1=CC(=C(C=C1)F)F)OC(=O)OC1=CC=C(C=C1)[N+](=O)[O-] tert-butyl (2S,3S,4S)-4-[(tert-butoxycarbonyl)oxy]-2-({3',4'-difluoro-[1,1'-biphenyl]-4-yl}methyl)-3-[(4-nitrophenoxycarbonyl)oxy]pyrrolidine-1-carboxylate